ClC=1C(N(C(=CC1OC([2H])([2H])C1=NC=C(C=C1F)F)C)C1=C(C(=NC=C1C)C1=NC(=NC=C1)C(C)(C)O)F)=O rel-3-chloro-4-[(3,5-difluoropyridin-2-yl)(2H2)methoxy]-3'-fluoro-2'-[2-(2-hydroxypropan-2-yl)pyrimidin-4-yl]-5',6-dimethyl-[1,4'-bipyridin]-2-one